C=C(CCN1CCCC1)C(CCN1CCCC1)=C N,N'-(3,4-dimethylenehexane-1,6-diyl)bis(pyrrolidine)